2-[(2-Methoxy-benzyl)-methyl-amino]-5-oxo-5H-thieno[3,2-b]pyran-6-carboxylic acid COC1=C(CN(C2=CC=3OC(C(=CC3S2)C(=O)O)=O)C)C=CC=C1